COC=1C(=NC=CC1)Br 3-methoxy-2-bromopyridine